rac-(1S*,2S*)-2-(2-cyano-5-methoxyphenyl)-N-(5-((6-cyclopropyl-8-(3-methyl-2,4-dioxoimidazolidin-1-yl)imidazo[1,2-a]pyridin-2-yl)methoxy)pyridazin-3-yl)cyclopropane-1-carboxamide C(#N)C1=C(C=C(C=C1)OC)[C@@H]1[C@H](C1)C(=O)NC=1N=NC=C(C1)OCC=1N=C2N(C=C(C=C2N2C(N(C(C2)=O)C)=O)C2CC2)C1 |r|